C(C(=C)C)(=O)[O-] methacrylic acid anion